C(C)O[C@@H](C(=O)OC)C Methyl (2R)-2-ethoxypropionate